C(C)C1=C(C=C(C(=C1)O)F)C1=CC=C2C(=NNC2=C1)C=1NC=C(N1)CNC(N(C)CCO)=O 3-((2-(6-(2-Ethyl-5-Fluoro-4-Hydroxyphenyl)-1H-Indazol-3-yl)-1H-Imidazol-4-yl)methyl)-1-(2-Hydroxyethyl)-1-Methylurea